ClC=1C=[N+](C=C(C1C(F)F)Cl)[O-] 3,5-dichloro-4-(difluoromethyl)pyridine 1-oxide